CC=1C=CC=2C(C3=CC=C(C=C3OC2C1)C)NC(=O)C=1C(NC(=C(C1)C1=NC=CC=N1)C(F)(F)F)=O N-(3,6-dimethyl-9H-xanthen-9-yl)-2-oxo-5-(pyrimidin-2-yl)-6-(trifluoromethyl)-1,2-dihydropyridine-3-carboxamide